ClC1=CC(=NC=C1CO)NC(OC)=O methyl (4-chloro-5-(hydroxymethyl)pyridin-2-yl)carbamate